5-(4-phenylbut-1-yn-1-yl)-1,3,4-thiadiazol-2-amine C1(=CC=CC=C1)CCC#CC1=NN=C(S1)N